2-(4-cyanophenyl)-N-(4-fluorophenethyl)-2-(4-methylpiperazin-1-yl)acetamide C(#N)C1=CC=C(C=C1)C(C(=O)NCCC1=CC=C(C=C1)F)N1CCN(CC1)C